7-methyl-1,1,6,7-tetramethylnaphthalene CC1(C(=CC2=CC=CC(C2=C1)(C)C)C)C